ClC(C1=NC(=NO1)C1=CC=C(C=C1)C(C)=O)(F)F 1-(4-(5-(chlorodifluoromethyl)-1,2,4-oxadiazol-3-yl)phenyl)ethan-1-one